ClC=1C(=C(C=CC1C(F)(F)F)[C@H]1CC[C@@H](C=2C=C(C=C(C12)C#N)F)F)C#N (5S,8R)-8-[3-chloro-2-cyano-4-(trifluoromethyl)phenyl]-3,5-difluoro-5,6,7,8-tetrahydronaphthalene-1-carbonitrile